hexanimine ruthenium iodide [Ru](I)(I)I.C(CCCCC)=N